1,1,3,3-tetramethyl-guanidinium bis(trifluoromethanesulfonyl)imide [N-](S(=O)(=O)C(F)(F)F)S(=O)(=O)C(F)(F)F.CN(C(=[NH2+])N(C)C)C